(S)-3-((tert-butyldiphenylsilyl)oxy)pyrrolidine [Si](C1=CC=CC=C1)(C1=CC=CC=C1)(C(C)(C)C)O[C@@H]1CNCC1